(6-(5-(pyridin-2-yl)-3-(trifluoromethyl)-1H-pyrazol-1-yl)-2-azaspiro[3.3]heptan-2-yl)methanone N1=C(C=CC=C1)C1=CC(=NN1C1CC2(CN(C2)C=O)C1)C(F)(F)F